P1(=O)(OOO1)[O-] (oxy) phosphate